Methyl (S)-3-bromo-4-(((1-(3-chlorophenyl)-2-hydroxyethyl)amino)methyl)benzoate BrC=1C=C(C(=O)OC)C=CC1CN[C@H](CO)C1=CC(=CC=C1)Cl